CC1=NC(=NC=C1)[C@@H]1[C@H](C1)C1=NC=2C=CC=C(C2C=C1)C#N |o1:7,8| 2-((1S*,2S*)-2-(4-methylpyrimidin-2-yl)cyclopropyl)quinoline-5-carbonitrile